ClC1=C(C=C(C=C1)N1CC2=C(C(C1)(C)C)N=C(S2)C(=O)N2C(CN(CC2)C2=CC=C(C=N2)CC(=O)OC)(C)C)F methyl 2-(6-(4-(5-(4-chloro-3-fluorophenyl)-7,7-dimethyl-4,5,6,7-tetrahydrothiazolo[5,4-c]pyridine-2-carbonyl)-3,3-dimethylpiperazin-1-yl)pyridin-3-yl)acetate